N-[2-(dimethylamino)-ethyl]-6-[5-(4-fluorophenyl)-1-[2-(trifluoromethyl)-phenyl]pyrrol-2-yl]pyridine-3-carboxamide CN(CCNC(=O)C=1C=NC(=CC1)C=1N(C(=CC1)C1=CC=C(C=C1)F)C1=C(C=CC=C1)C(F)(F)F)C